N1N=CN=C1[C@@H]1CN(CC1)C(=O)N1CC2(C1)CC(C2)CC=2C=CC(=C(C(=O)N)C2)OC(F)(F)F 5-[[2-[(3S)-3-(1H-1,2,4-Triazol-5-yl)pyrrolidine-1-carbonyl]-2-azaspiro[3.3]heptan-6-yl]methyl]-2-(trifluoromethoxy)benzamide